N,N,2-trimethyl-2-hydroxypropionamide CN(C(C(C)(O)C)=O)C